C(C)C1COC(CC1)CC 3,6-diethyl-tetrahydro-2H-pyran